4-(1-(5-(3,5-difluorophenyl)-1-(3-(trifluoromethyl)benzyl)-1H-indole-7-carboxamido)cyclopropyl)benzoic acid FC=1C=C(C=C(C1)F)C=1C=C2C=CN(C2=C(C1)C(=O)NC1(CC1)C1=CC=C(C(=O)O)C=C1)CC1=CC(=CC=C1)C(F)(F)F